N,N-dimethyl-n-butylamine CN(C)CCCC